1-(styrylsulfonyl)piperidin C(=CC1=CC=CC=C1)S(=O)(=O)N1CCCCC1